C(C)OC(CN1C(N=C(N=C1OCC1=CC=CC=C1)OCC1=CC=CC=C1)=O)=O.ClC=1C(=NC(=CC1)Cl)C1=NC2=C(N1C)C=CC(=C2)C(F)(F)F 2-(3,6-dichloropyridin-2-yl)-1-methyl-5-(trifluoromethyl)benzimidazole ethyl-2-(4,6-bis(benzyloxy)-2-oxo-1,3,5-triazin-1(2H)-yl)acetate